FC(C(=O)O)(C1=C(C=C(C=C1)C(F)(F)F)F)F α,α,2-trifluoro-4-(trifluoromethyl)-benzeneacetic acid